ClC1=CC=C(C=C1)S(=O)(=O)C1=CC=CO1 5-(4-chloro-phenylsulfonyl)-furan